N-[6-(Hydroxymethyl)-3-(2-methylphenyl)-1-oxo-2,3-dihydro-1H-isoindol-4-yl]-1,2-benzothiazole-3-carboxamide OCC1=CC(=C2C(NC(C2=C1)=O)C1=C(C=CC=C1)C)NC(=O)C1=NSC2=C1C=CC=C2